tert-butyl 7-(2-{[4-(methanesulfonylmethoxy)phenyl]amino}-5H,6H,7H,8H-pyrido[3,4-d]pyrimidin-7-yl)-8-methyl-1H,2H,3H-pyrido[2,3-b][1,4]oxazine-1-carboxylate CS(=O)(=O)COC1=CC=C(C=C1)NC=1N=CC2=C(N1)CN(CC2)C2=C(C1=C(OCCN1C(=O)OC(C)(C)C)N=C2)C